(2R,3R,4S,5R,6R)-3,4,5-tris(benzyloxy)-2-methoxy-6-(4-methoxyphenyl)tetrahydro-2H-pyran C(C1=CC=CC=C1)O[C@H]1[C@@H](O[C@@H]([C@H]([C@@H]1OCC1=CC=CC=C1)OCC1=CC=CC=C1)C1=CC=C(C=C1)OC)OC